O[C@@H](CNC(OC(C)(C)C)=O)CN1CC2=CC=C(C(=C2CC1)C)OCC1=CC=NN1C (S)-tert-butyl (2-hydroxy-3-(5-methyl-6-((1-methyl-1H-pyrazol-5-yl)methoxy)-3,4-dihydroisoquinolin-2(1H)-yl)propyl)carbamate